BrCCCCCC[Si](OCC)(OCC)OCC 6-bromohexyl-triethoxysilane